ClC1=C(C(=O)N[C@H](CCOC[C@H](CCC2=NC=3NCCCC3C=C2)C)C(=O)O)C(=CC=C1)Cl N-(2,6-dichlorobenzoyl)-O-((S)-2-methyl-4-(5,6,7,8-tetrahydro-1,8-naphthyridin-2-yl)butyl)-D-homoserine